C(C)(C)OC1=C(C=CC=C1)[C@H]1CN(CCN1)CC=1C=NC(=C(C1)OC)C (3S)-3-(2-isopropoxyphenyl)-1-[(5-methoxy-6-methylpyridin-3-yl)methyl]piperazine